C(C)(=O)C1=NC=2N(C(N(C(C2N1C)=O)CC=1N(C2=CC=CC(=C2C1)Cl)C(=O)OC(C)(C)C)=O)C tert-Butyl 2-[(8-acetyl-3,7-dimethyl-2,6-dioxo-purin-1-yl)methyl]-4-chloro-indole-1-carboxylate